CC(C(=O)O)(C)CC1CCC(CC1)C.C(C)(=O)OC methanyl acetate (alpha,alpha,4-trimethylcyclohexylmethyl acetate)